bis(2,3-epoxycyclohexyl) ether C1(C2C(CCC1)O2)OC2C1C(CCC2)O1